17-iodo-4,6,8,10,12,14-hexamethylheptadecylnonoxymethyl ether ICCCC(CC(CC(CC(CC(CC(CCCC(OCCCCCCCCC)OC(CCCC(CC(CC(CC(CC(CC(CCCI)C)C)C)C)C)C)OCCCCCCCCC)C)C)C)C)C)C